BrC(C(=O)NC1(CC1)CF)C1=NC(=NC(=C1C1OCCO1)N[C@H](C)C1=C(C(=CC=C1)C#N)C)C 2-Bromo-2-(6-(((R)-1-(3-cyano-2-methylphenyl)ethyl)amino)-5-(1,3-dioxolan-2-yl)-2-methylpyrimidin-4-yl)-N-(1-(fluoromethyl)cyclopropyl)acetamide